C(C1=CC=CC=C1)N1C(C(C2=CC(=CC=C12)OC)=O)=O 1-benzyl-5-methoxyindoline-2,3-dione